S1C(=CC2=C1C=CC=C2)C=2C(=NC=CC2)C=2SC1=C(C2)C=CC=C1.[Ir+3] Iridium(III) bis[(benzothiophenyl)]Pyridine